C(#N)CS(=O)(=O)NCC1=CC(=C(C=C1)N1N=C(C=2C=NC(=CC21)C=2C=NN1C2N=CC=C1)C)OC 1-Cyano-N-(3-methoxy-4-(3-methyl-6-(pyrazolo[1,5-a]pyrimidin-3-yl)-1H-pyrazolo[4,3-c]pyridin-1-yl)benzyl)methanesulfonamide